methyl 1H-pyrrolo[2,3-b]pyridine-5-carboxylate N1C=CC=2C1=NC=C(C2)C(=O)OC